BrC=1C=C(C=C(C1)Br)C1=NC(=NC(=N1)C1=CC=CC=C1)C1=CC=C(C=C1)C=1C=NC=CC1 2-(3,5-dibromophenyl)-4-phenyl-6-(4-(3-pyridyl)phenyl)-1,3,5-triazine